3-methylpyrazolo[1,5-a]Pyridine-6-carboxylic acid ethyl ester C(C)OC(=O)C=1C=CC=2N(C1)N=CC2C